1-cyclopropyl-4-(2,5-dihydrofuran-2-yl)-1H-pyrazole C1(CC1)N1N=CC(=C1)C1OCC=C1